3-fluoro-3-(1-hydroxyethyl)pyrrolidine-1-carboxylic acid tert-butyl ester C(C)(C)(C)OC(=O)N1CC(CC1)(C(C)O)F